4-(2-Amino-2-methylpropanoyl)-N-(1-(4-(2-((6-aminospiro[3.3]heptan-2-yl)(methyl)amino)propyl)phenyl)-2-oxo-1,2-dihydropyrimidin-4-yl)piperazine-1-carboxamide Hydrochloride Salt Cl.NC(C(=O)N1CCN(CC1)C(=O)NC1=NC(N(C=C1)C1=CC=C(C=C1)CC(C)N(C)C1CC2(C1)CC(C2)N)=O)(C)C